N1(CCOCC1)C1=CC=C(C=C1)C(/C=C/C1=CC=C(C(=O)NC2=C(C=CC=C2)NC(O)=O)C=C1)=O [2-[[4-[(E)-3-(4-Morpholin-4-ylphenyl)-3-oxoprop-1-enyl]benzoyl]amino]phenyl]carbamic acid